N-((2-(6-((cis)-2,6-dimethylmorpholino)pyridin-2-yl)-1,6-naphthyridin-7-yl)methyl)-4-ethyl-3-(methylsulfonyl)benzamide C[C@@H]1O[C@@H](CN(C1)C1=CC=CC(=N1)C1=NC2=CC(=NC=C2C=C1)CNC(C1=CC(=C(C=C1)CC)S(=O)(=O)C)=O)C